Methyl 9-((2-((tert-butoxycarbonyl)amino)ethyl)amino)-3-methoxy-thieno[3,2-f]quinoxaline-8-carboxylate C(C)(C)(C)OC(=O)NCCNC1=C(SC2=C1C=1N=CC(=NC1C=C2)OC)C(=O)OC